methylthiaole CC=1SC=CC1